N~2~-(3-fluorophenyl)N~2~-(methylsulfonyl)N~1~-[2-(1-pyrrolidinylcarbonyl)phenyl]glycinamide FC=1C=C(C=CC1)N(CC(=O)NC1=C(C=CC=C1)C(=O)N1CCCC1)S(=O)(=O)C